C(C1=CC=CC=C1)OC1=CC(=C(C=C1OC)C(=O)N1[C@@H](C[C@H](CC1)O)CO[Si](C)(C)C(C)(C)C)[N+](=O)[O-] (4-(Benzyloxy)-5-methoxy-2-nitrophenyl)((2S,4S)-2-(((tert-butyldimethylsilyl)oxy)methyl)-4-hydroxypiperidin-1-yl)methanone